trisodium hexafluoroaluminate F[Al-3](F)(F)(F)(F)F.[Na+].[Na+].[Na+]